OC1(COC1)C1=CC=C(C=C1)C(=O)N1CCC(CC1)NC1=NC=C(N=C1)C(F)(F)F (4-(3-hydroxyoxetan-3-yl)phenyl)(4-((5-(trifluoromethyl)pyrazin-2-yl)amino)piperidin-1-yl)methanone